(2R)-2-[5-(1-Cyclopropyl-1H-pyrazol-5-yl)-1,3,4-oxadiazol-2-yl]-1,1-difluoro-6-azaspiro[2.5]octan-6-sulfonamid C1(CC1)N1N=CC=C1C1=NN=C(O1)[C@@H]1C(C12CCN(CC2)S(=O)(=O)N)(F)F